NC1=C(C(NC2=C(C=CC=C12)C1=C(C=CC(=C1)O)F)=O)C(=O)NCCC 4-Amino-8-(2-fluoro-5-hydroxy-phenyl)-2-oxo-N-propyl-1H-quinoline-3-carboxamide